(((3-(((4-methylphenyl)sulfonyl)oxy)phenyl)amino)carbonyl)benzenesulfonamide CC1=CC=C(C=C1)S(=O)(=O)OC=1C=C(C=CC1)NC(=O)C1=C(C=CC=C1)S(=O)(=O)N